Br.BrCC(=O)C1=CC2=C(N(CCO2)C)C=C1 2-bromo-1-(4-methyl-3,4-dihydro-2H-1,4-benzoxazin-7-yl)ethanone hydrobromide